(thiazol-2-yl)-4,5,6,7-tetrahydro-1H-indole-2-carboxylate S1C(=NC=C1)OC(=O)C=1NC=2CCCCC2C1